FC(CC[Sn](N(C)CC)(N(C)CC)N(CC)C)(F)F 3,3,3-trifluoropropyltris(methylethylamino)tin